CNC=1SC=C(N1)C1=NC(=CC=C1)C N-methyl-4-(6-methylpyridin-2-yl)thiazol-2-amine